4-methyl-N'-(p-toluenesulfonyl)benzenesulfonhydrazide CC1=CC=C(C=C1)S(=O)(=O)NNS(=O)(=O)C1=CC=C(C)C=C1